2-(pyridin-3-yl)-6-(trifluoromethyl)pyrimidine N1=CC(=CC=C1)C1=NC(=CC=N1)C(F)(F)F